OC(CC)NC(C(=C)C)=O N-(1-hydroxypropyl)methacrylamide